Cl.N[C@H](C(=O)O)CC1=CC=C(C=C1)OC(F)F (S)-2-amino-3-(4-(difluoromethoxy)phenyl)propanoic acid hydrochloride